2-(hexadecanoylamino)-3-hydroxybutanoic acid C(CCCCCCCCCCCCCCC)(=O)NC(C(=O)O)C(C)O